CN1N=C(C(=C1C)CC(=O)O)C 2-(1,3,5-trimethyl-1H-pyrazol-4-yl)acetic acid